N-(6-phenyl-4-(trifluoromethyl)isoxazolo[5,4-b]pyridin-3-yl)cyclopropanecarboxamide C1(=CC=CC=C1)C1=CC(=C2C(=N1)ON=C2NC(=O)C2CC2)C(F)(F)F